2-oxopiperazine O=C1NCCNC1